C1(NC(CC2=CC=C3C(=C12)C=CC=C3)=O)=O 1H-benzisoquinoline-1,3(2H)-dione